CC1(OC2=C(C1)C=C(C(=C2)N2CCN(CC2)CC2=NOC(=N2)C)NC(=O)C=2C=NN1C2N=CC=C1)C N-(2,2-dimethyl-6-(4-((5-methyl-1,2,4-oxadiazol-3-yl)methyl)piperazin-1-yl)-2,3-dihydrobenzofuran-5-yl)pyrazolo[1,5-a]pyrimidine-3-carboxamide